3-acetylcoumarin oxime C(C)(=O)C=1C(OC2=CC=CC=C2C1)=NO